C(C)(C)(C)OC(=O)N1C(CCCC1)OC1CC(C1)C1=CC2=C(N(C(N2C)=O)C2C(NC(CC2)=O)=O)C=C1 [3-[1-(2,6-dioxo-3-piperidinyl)-3-methyl-2-oxo-benzimidazol-5-yl]cyclobutoxy]piperidine-1-carboxylic acid tert-butyl ester